3,4-bis(5-chloro-2-methylthiophen-3-yl)furan ClC1=CC(=C(S1)C)C1=COC=C1C1=C(SC(=C1)Cl)C